OC1=C2C=CC(NC2=CC=C1)=O 5-hydroxy-2(1H)-quinolinone